methyl [4-(benzyloxy)butanamido](3-bromophenyl)acetate C(C1=CC=CC=C1)OCCCC(=O)NC(C(=O)OC)C1=CC(=CC=C1)Br